C(CCC)N1C(C2(C3=CC(=CC=C13)C)C(=CC1(C(OC3=C(C12)C=C(C=C3)Cl)C3=CC(=CC=C3)OC)[N+](=O)[O-])C(=O)OC)=O methyl 1'-butyl-8-chloro-4-(3-methoxyphenyl)-5'-methyl-3a-nitro-2'-oxo-3a,9b-dihydro-4H-spiro[cyclopenta[c]benzopyran-1,3'-indoline]-2-carboxylate